1-(4-(3-(difluoromethyl)-5-fluorobenzyl)pyridin-2-yl)-1,5,6,7-tetrahydro-4H-pyrazolo[4,3-c]pyridin FC(C=1C=C(CC2=CC(=NC=C2)N2N=CC=3CNCCC32)C=C(C1)F)F